sulfosuberic acid S(=O)(=O)(O)C(C(=O)O)CCCCCC(=O)O